[2-(4-chloro-2,6-dimethyl-phenyl)-8-methoxy-4-methyl-3-oxo-4,8-diazaspiro[4.5]dec-1-en-1-yl] ethyl carbonate C(OC1=C(C(N(C12CCN(CC2)OC)C)=O)C2=C(C=C(C=C2C)Cl)C)(OCC)=O